N1=C(N=CC=C1)C=1C=CC2=C(N(C(=N2)C2=CC(=CN2COCC[Si](C)(C)C)C(=O)C2=C(C=CC=C2)C(F)(F)F)COCC[Si](C)(C)C)C1 (5-(6-(pyrimidin-2-yl)-1-((2-(trimethylsilyl)ethoxy)methyl)-1H-benzo[d]imidazol-2-yl)-1-((2-(trimethylsilyl)ethoxy)methyl)-1H-pyrrol-3-yl)(2-(trifluoromethyl)phenyl)methanone